5-[(4R,9aS)-4-methyl-8-[(6-piperazin-1-yl-3-pyridyl)methyl]-3,4,6,7,9,9a-hexahydro-1H-pyrazino[1,2-a]pyrazin-2-yl]-2-deuterio-quinoline-8-carbonitrile C[C@@H]1CN(C[C@H]2N1CCN(C2)CC=2C=NC(=CC2)N2CCNCC2)C2=C1C=CC(=NC1=C(C=C2)C#N)[2H]